COC1=NC=CC(=C1)C1C(C2(CCC1C2(C)C)C)(O)O (2-methoxypyridin-4-yl)bornanediol